OC(C)C1=CC(=NN1)C(=O)O 5-(1-hydroxyethyl)-1H-pyrazole-3-carboxylic acid